Ethyl 1-(3-chloro-6-(2-cyclopropylethyl)-5-iodopyrazin-2-yl)piperidine-4-carboxylate ClC=1C(=NC(=C(N1)I)CCC1CC1)N1CCC(CC1)C(=O)OCC